ethyl 2-(((((2r,3s,4r,5r)-5-(4-aminopyrrolo[2,1-f][1,2,4]triazin-7-yl)-5-cyano-3,4-dihydroxytetrahydrofuran-2-yl) methoxy) carbonyl) oxy)-2-methylpropionate NC1=NC=NN2C1=CC=C2[C@]2([C@@H]([C@@H]([C@H](O2)COC(=O)OC(C(=O)OCC)(C)C)O)O)C#N